C(N)(=O)C=1C=C2C(=CN=C(C2=CC1OC(C)C)OC[C@H]1NC(CC1)=O)C#CC1CN(C1)C(=O)OC methyl (S)-3-((6-carbamoyl-7-isopropoxy-1-((5-oxopyrrolidin-2-yl)methoxy)isoquinolin-4-yl)ethynyl)azetidine-1-carboxylate